4-hydroxy-N-((S)-2-hydroxy-2-phenylethyl)pyrrolidine-2-carboxamide OC1CC(NC1)C(=O)NC[C@H](C1=CC=CC=C1)O